β-methallyl acetate CC(=C)COC(=O)C